tert-butyl 3-(5-chloro-6,8-difluoro-2-(((2R,7aS)-2-fluorotetrahydro-1H-pyrrolizin-7a(5H)-yl)methoxy)quinazolin-4-yl)-3,8-diazabicyclo[3.2.1]octane-8-carboxylate ClC1=C2C(=NC(=NC2=C(C=C1F)F)OC[C@]12CCCN2C[C@@H](C1)F)N1CC2CCC(C1)N2C(=O)OC(C)(C)C